CS(=O)(=O)C1=CC=C(C=C1)NCC1=CC=C(C=C1)C=1N(C=2C=CC=C(C2C1)NC1CCN(CC1)C1CCOCC1)CC(F)(F)F 2-(4-(((4-(methylsulfonyl)phenyl)amino)methyl)phenyl)-N-(1-(tetrahydro-2H-pyran-4-yl)piperidin-4-yl)-1-(2,2,2-trifluoroethyl)-1H-indol-4-amine